C(C)(C)(C)NC(C(=O)N1[C@@H]2[C@H](C[C@@H]1C(=O)N[C@@H](C[C@H]1C(NCC1)=O)C(COC(F)(F)F)=O)O[C@@H](C2)C)=O (2R,3aS,5R,6aS)-4-(2-(tert-butylamino)-2-oxoacetyl)-2-methyl-N-((S)-3-oxo-1-((S)-2-oxopyrrolidin-3-yl)-4-(trifluoromethoxy)butan-2-yl)hexahydro-2H-furo[3,2-b]pyrrole-5-carboxamide